6-chloro-4-fluoro-pyridin-2-ol ClC1=CC(=CC(=N1)O)F